(difluoromethyl) carbonate C(OC(F)F)([O-])=O